1-phenyl-3-chloro-butane C1(=CC=CC=C1)CCC(C)Cl